azetidin-1-Formic acid tert-butyl ester C(C)(C)(C)OC(=O)N1CCC1